(E)-5-bromo-2-fluoro-4-isopropoxybenzaldehyde oxime BrC=1C(=CC(=C(/C=N/O)C1)F)OC(C)C